6-[3-(1,1-dimethylethyl)-2-hydroxy-5-methylphenyl]methyl-4-methylphenyl acrylate C(C=C)(=O)OC1=CC=C(C=C1CC1=C(C(=CC(=C1)C)C(C)(C)C)O)C